2-(6-lithio-n-hexoxy)tetrahydropyran [Li]CCCCCCOC1OCCCC1